FC(C1=CC=2C(=NN(N2)C2=C(C(=CC(=C2)C(C)(C)C)C(C)(C)C2=CC=CC=C2)O)C=C1)(F)F 5-trifluoromethyl-2-(2-hydroxy-3-α-cumyl-5-tert-butylphenyl)-2H-benzotriazole